3-(5-((2-(4-fluoropiperidin-1-yl)cyclopentyl)oxy)-1-oxoisoindolin-2-yl)piperidine-2,6-dione FC1CCN(CC1)C1C(CCC1)OC=1C=C2CN(C(C2=CC1)=O)C1C(NC(CC1)=O)=O